2-amino-2-{2-[4-(1-oxo-5-phenylpentyl)phenyl]ethyl}propane-1,3-diol hydrochloride Cl.NC(CO)(CO)CCC1=CC=C(C=C1)C(CCCCC1=CC=CC=C1)=O